FC(C1=CC=C(C=C1)CC=1C=2N(C=CC1)N=CC2C(=O)NC2CCC(CC2)C(=O)OCC)(F)F ethyl (1r,4r)-4-[[4-[[4-(trifluoromethyl) phenyl]methyl]pyrazolo[1,5-a]pyridine-3-carbonyl]amino]cyclohexanecarboxylate